4-bromo-2-(1,3-dithian-2-yl)phenyl 5-methyl-hexanoate CC(CCCC(=O)OC1=C(C=C(C=C1)Br)C1SCCCS1)C